COC(=O)C1=NC(=C(N=C1NC1=CC=C(C=C1)OC1CCN(CC1)C)C1CC1)C=1C2=C(C=NC1)N(C=N2)C.CC2=NOC(=C2C=2C=C1C(=NC2)C=CN1)C 3,5-dimethyl-4-(1H-pyrrolo[3,2-b]pyridin-6-yl)isoxazole methyl-5-cyclopropyl-6-(3-methylimidazo[4,5-c]pyridin-7-yl)-3-[4-[(1-methyl-4-piperidyl)oxy]anilino]pyrazine-2-carboxylate